7-methyl-2-phenylpyrimido[4,5-b]quinolin-5-amine CC=1C=C2C(=C3C(=NC2=CC1)N=C(N=C3)C3=CC=CC=C3)N